6-((1H-indazol-4-yl)methyl)-2-(aminomethyl)-4-methyl-4,6-dihydro-5H-thiazolo[5',4':4,5]pyrrolo[2,3-d]pyridazin-5-one N1N=CC2=C(C=CC=C12)CN1N=CC2=C(C1=O)N(C1=C2SC(=N1)CN)C